ClC1=CC2=C(N=C(O2)N2CC3(C2)CC(C3)NC(=O)C3=CC(=NC=C3)OC(C)C)C=C1 N-[2-(6-chloro-1,3-benzoxazol-2-yl)-2-azaspiro[3.3]heptan-6-yl]-2-isopropoxy-pyridine-4-carboxamide